2-((Boc)amino)butyric acid C(=O)(OC(C)(C)C)NC(C(=O)O)CC